silver-lead-indium [In].[Pb].[Ag]